5-chloro-N-[2-[4-(cyclohexylcarbamoyl-sulfamoyl)phenyl]ethyl]-2-methoxybenzamide ClC=1C=CC(=C(C(=O)NCCC2=CC=C(C=C2)S(NC(NC2CCCCC2)=O)(=O)=O)C1)OC